ClC=1C(=NN(C1C)C=1C=C(C(=O)N(C)C2=CC3=C(OC(O3)(F)F)C=C2)C=CC1)C 3-(4-chloro-3,5-dimethylpyrazol-1-yl)-N-(2,2-difluoro-1,3-benzodioxol-5-yl)-N-methyl-benzamide